1-ethynyl-3-azabicyclo[3.1.0]hexane-3-carboxylic acid tert-butyl ester C(C)(C)(C)OC(=O)N1CC2(CC2C1)C#C